phenyl-N1-propylbenzene-1,3-diamine C1(=CC=CC=C1)C1=C(C=CC=C1N)NCCC